1-(hydroxyethyl)pyrazole (1S,3S)-methyl-3-((2-(5-chloro-3-(((5-(cyclobutylmethyl)-1,2,4-oxadiazol-3-yl)amino)methyl)thiophen-2-yl)-4-cyanopyrimidin-5-yl)oxy)cyclohexanecarboxylate COC(=O)[C@@H]1C[C@H](CCC1)OC=1C(=NC(=NC1)C=1SC(=CC1CNC1=NOC(=N1)CC1CCC1)Cl)C#N.OCCN1N=CC=C1